COC1=CC=C(C=C1)NC(=O)C1=CNC2=CC=CC=C2C1=O N-(4-methoxyphenyl)-4-oxo-1H-quinoline-3-carboxamide